Quinolin-8-ol N1=CC=CC2=CC=CC(=C12)O